arachidoyl-2-hydroxysn-glycero-3-phosphocholine C(CCCCCCCCCCCCCCCCCCC)(=O)C(OP(OC[C@@H](CO)OO)(=O)[O-])C[N+](C)(C)C